4-(4-Acetylpiperazin-1-yl)-N-isopentyl-1H-benzo[d]imidazole-1-carboxamide C(C)(=O)N1CCN(CC1)C1=CC=CC=2N(C=NC21)C(=O)NCCC(C)C